2-Ethyl-Hexylglycidylether C(C)C(CC(C1CO1)OC(C1CO1)CC(CCCC)CC)CCCC